2-(2-aminoethyl)-5-bromo-pyrazole-3-carboxylic acid ethyl ester C(C)OC(=O)C=1N(N=C(C1)Br)CCN